ClC1=C(C=CC=2N1C=NC2)C2=CC=CC=C2 5-chloro-6-phenylimidazo[1,5-a]pyridine